(S)-methyl 3-((((9H-fluoren-9-yl) methoxy) carbonyl) amino)-4-hydroxybutyrate C1=CC=CC=2C3=CC=CC=C3C(C12)COC(=O)N[C@@H](CC(=O)OC)CO